C(C(C)C)(=O)OC[C@H]1O[C@]([C@@H]([C@@H]1O)O)(C1=CC=C2C(=NC=NN21)NC(CCCCC)=O)C#N ((2R,3S,4R,5R)-5-cyano-5-(4-hexanamidopyrrolo[2,1-f][1,2,4]triazin-7-yl)-3,4-dihydroxytetrahydrofuran-2-yl)methyl isobutyrate